C1(CC1)C1=C(C(=NO1)C(C1CCCCC1)C1CCCCC1)C=C1CC2(C1)CCN(CC2)C=2C=C1C(=CC(=NC1=CC2)C(=O)O)OC 6-(2-((5-cyclopropyl-3-(dicyclohexylmethyl)isoxazol-4-yl)methylene)-7-azaspiro[3.5]non-7-yl)-4-methoxyquinoline-2-carboxylic acid